2-tert-Butyl-5-[1-(2-fluoro-6-methyl-phenyl)-piperidin-4-yl]-7-(2-trifluoromethyl-benzyl)-2,4,5,7-tetrahydro-pyrazolo[3,4-d]pyrimidin-6-on C(C)(C)(C)N1N=C2N(C(N(CC2=C1)C1CCN(CC1)C1=C(C=CC=C1C)F)=O)CC1=C(C=CC=C1)C(F)(F)F